[N-](S(=O)(=O)C(F)(F)F)S(=O)(=O)C(F)(F)F.C[N+](CCCC)(CCC)C N,N-dimethyl-N-propyl-N-butyl-Ammonium bis(trifluoromethanesulfonyl)imide